C(=O)(CCCCCCCCC)OCCOCCO diethylene glycol monocaprate